C(C)(=O)C1=C(C2=C(N=C(N=C2)NC2=NC=3CC[C@@H](CC3C=C2)CO[Si](C)(C)C(C)(C)C)N(C1=O)C1CCCC1)C 6-acetyl-2-[[(6S)-6-[[tert-butyl(dimethyl)silyl]oxymethyl]-5,6,7,8-tetrahydroquinolin-2-yl]amino]-8-cyclopentyl-5-methyl-pyrido[2,3-d]pyrimidin-7-one